NC1=NN(N=C1)C1=C(C=C(C=N1)NC(=O)C=1C=NN(C1C(F)(F)F)C1=CC=CC2=C1N=CS2)Cl N-(6-(4-Amino-2H-1,2,3-triazol-2-yl)-5-chloropyridin-3-yl)-1-(benzo[d]thiazol-4-yl)-5-(trifluoromethyl)-1H-pyrazol-4-carboxamid